(7R,11R)-3,7,11,15-tetramethylhexadec-1-en-3-ol CC(C=C)(CCC[C@@H](CCC[C@@H](CCCC(C)C)C)C)O